ClC1=C(C#N)C=CC(=C1)N1CC2(CC1)CCN(CC2)C2=CC=C(C=C2)C(=O)N2CC1CN(CC1C2)C2CCN(CC2)C=2C=C1C(N(C(C1=CC2)=O)C2C(NC(CC2)=O)=O)=O 2-chloro-4-(8-(4-(5-(1-(2-(2,6-dioxopiperidin-3-yl)-1,3-dioxoisoindolin-5-yl)piperidin-4-yl)octahydropyrrolo[3,4-c]pyrrole-2-carbonyl)phenyl)-2,8-diazaspiro[4.5]decan-2-yl)benzonitrile